tert-butyl (R)-3-(2-(3-(1-((6-(1,1-dioxidothiomorpholino)-7-oxo-7,8-dihydropyrido[2,3-d]pyrimidin-4-yl)amino)ethyl)phenyl)-2,2-difluoroethyl)azetidine-1-carboxylate O=S1(CCN(CC1)C1=CC2=C(N=CN=C2N[C@H](C)C=2C=C(C=CC2)C(CC2CN(C2)C(=O)OC(C)(C)C)(F)F)NC1=O)=O